[Pd].C(=O)(O)C=1C2=C(C3=C(C(=C(N3C(=O)O)C=C3C=CC(C=C4C=CC(=CC(C1)=N2)N4)=N3)C3=CC=CC=C3)C(=O)O)C(=O)O tetra-carboxyphenyl-porphyrin palladium